N,N-dimethyl-ethyl-acrylamide CN(C(C(=C)CC)=O)C